2-(3-(5-(Trifluoromethyl)pyrimidin-2-yl)-3,6-diazabicyclo[3.1.1]heptan-6-yl)acetamide FC(C=1C=NC(=NC1)N1CC2N(C(C1)C2)CC(=O)N)(F)F